2-(benzo[d]thiazol-7-ylmethoxy)-1-((1R,5S)-8-(3-fluoropyridin-4-yl)-3,8-diazabicyclo[3.2.1]octan-3-yl)ethan-1-one S1C=NC2=C1C(=CC=C2)COCC(=O)N2C[C@H]1CC[C@@H](C2)N1C1=C(C=NC=C1)F